N1=CC=CC=2C3(CN=CC12)CCNCC3 spiro[piperidine-4,5'-[1,7]naphthyridine]